N-(2-bromo-4-iodophenyl)acetamide BrC1=C(C=CC(=C1)I)NC(C)=O